(S)-5-chloro-N-(1-(4-cyclopropylthiazol-2-yl)ethyl)-3-isopropyl-pyrazolo[1,5-a]pyrimidin-7-amine ClC1=NC=2N(C(=C1)N[C@@H](C)C=1SC=C(N1)C1CC1)N=CC2C(C)C